5-dihydroacenaphthylene C1C=CC2=CCC3=CC=CC1=C32